(R)-N-(4-(1,3,2-dithiarsolan-2-yl)phenyl)-N-(2-(dimethylamino)-2-oxoethyl)-1-methylpyrrolidine-3-carboxamide S1[As](SCC1)C1=CC=C(C=C1)N(C(=O)[C@H]1CN(CC1)C)CC(=O)N(C)C